3-(fluoromethyl)azetidine tert-butyl-(2R,5S)-4-(5-bromo-7-(3-fluorophenyl)-7H-pyrrolo[2,3-d]pyrimidin-4-yl)-2,5-dimethylpiperazine-1-carboxylate C(C)(C)(C)OC(=O)N1[C@@H](CN([C@H](C1)C)C=1C2=C(N=CN1)N(C=C2Br)C2=CC(=CC=C2)F)C.FCC2CNC2